C(C)(C)(C)OC(=O)N1[C@H](C[C@H](C1)OC)C(=O)O (2R,4R)-1-tert-butoxy-carbonyl-4-methoxy-pyrrolidine-2-carboxylic acid